3-(3-chloro-5-(trifluoromethyl)pyridin-2-yl)-6-fluoro-5-isocyanatobenzothiazol-2(3H)-one ClC=1C(=NC=C(C1)C(F)(F)F)N1C(SC2=C1C=C(C(=C2)F)N=C=O)=O